(5-((cyclohexyloxy)carbonyl)-5,6,7,8-tetrahydro-1,5-naphthyridin-3-yl)boronic acid C1(CCCCC1)OC(=O)N1C=2C=C(C=NC2CCC1)B(O)O